FC1=C(C=C(C=C1)OC1=CC=C(C=C1)C(F)(F)F)[N+](=O)[O-] 1-Fluoro-2-nitro-4-(4-(tri-fluoromethyl)phenoxy)benzene